5-fluoro-6-(1-(8-isopropyl-8-azabicyclo[3.2.1]oct-3-yl)piperidin-4-yl)-1-methyl-2-(4-(methylsulfonyl)phenyl)-1H-benzo[d]imidazole FC1=CC2=C(N(C(=N2)C2=CC=C(C=C2)S(=O)(=O)C)C)C=C1C1CCN(CC1)C1CC2CCC(C1)N2C(C)C